C(C1=CC=C(C=C1)NC(OC1=CC=C(C=C1)C)=O)C1=CC=C(C=C1)NC(OC1=CC=C(C=C1)C)=O Di-p-tolyl [methylenebis(4,1-phenylene)]dicarbamate